nonane-2,5-diol CC(CCC(CCCC)O)O